C(C1=CC=CC=C1)N1C=2N(C(N(C(C2N=C1SCC(=O)O)=O)C)=O)C 2-(9-benzyl-1,3-dimethyl-2,6-dioxopurin-8-yl)sulfanylacetic acid